C(N)(OCCCO)=O (hydroxymethyl)-ethyl carbamate